CN1C(NC2=C1C(=CC=C2)[N+](=O)[O-])=O 3-methyl-4-nitro-2-oxo-benzimidazol